5-[5-(4-bromophenyl)-1-[2-(trifluoromethyl)phenyl]pyrrol-2-yl]-N-[2-(dimethylamino)ethyl]-2-methoxy-benzamide hydrochloride Cl.BrC1=CC=C(C=C1)C1=CC=C(N1C1=C(C=CC=C1)C(F)(F)F)C=1C=CC(=C(C(=O)NCCN(C)C)C1)OC